CC(CC(=O)Cl)(C)C 3,3-dimethylbutyrylChlorine